tert-butyl 7-((3-(2,6-dioxopiperidin-3-yl)-1-methyl-1H-indazol-6-yl) oxy)-2-azaspiro[3.5]nonane-2-carboxylate O=C1NC(CCC1C1=NN(C2=CC(=CC=C12)OC1CCC2(CN(C2)C(=O)OC(C)(C)C)CC1)C)=O